Aniline Phenyl-Carbamate C1(=CC=CC=C1)NC(O)=O.NC1=CC=CC=C1